6-(1,4-Dimethyl-1H-pyrazol-5-yl)-1-(4-(5-methyl-3-(trifluoromethyl)-1H-pyrazol-1-yl)benzyl)-1,3-dihydro-2H-imidazo[4,5-c]pyridin-2-one CN1N=CC(=C1C1=CC2=C(C=N1)NC(N2CC2=CC=C(C=C2)N2N=C(C=C2C)C(F)(F)F)=O)C